propylaminotris(triethylsiloxy)silane C(CC)N[Si](O[Si](CC)(CC)CC)(O[Si](CC)(CC)CC)O[Si](CC)(CC)CC